(3-ethylbicyclo[2.2.1]heptane-2,6-diyl)dimethanol C(C)C1C(C2C(CC1C2)CO)CO